N-[(E)-1-(6-chloro-3-pyridinylmethyl)pyridin-2(1H)-ylidene]-2,2,2-trifluoroacetamide ClC1=CC=C(C=N1)CN1\C(\C=CC=C1)=N\C(C(F)(F)F)=O